COC1=CC=C(C2=C1C=C(O2)C(=O)N)OC 4,7-dimethoxy-benzofuran-2-carboxamide